N4-allyl-N2-(2-methoxy-4-(morpholino-sulfonyl)phenyl)-5-(trifluoromethyl)-7H-pyrrolo[2,3-d]pyrimidine-2,4-diamine C(C=C)NC=1C2=C(N=C(N1)NC1=C(C=C(C=C1)S(=O)(=O)C1CNCCO1)OC)NC=C2C(F)(F)F